2-(9-(4-fluorophenyl)-6-oxaspiro[4.5]dec-8-en-8-yl)-N-((3-methoxythiophen-2-yl)methyl)ethylamine FC1=CC=C(C=C1)C1=C(COC2(CCCC2)C1)CCNCC=1SC=CC1OC